CC1C(CCC1)(O)CN1N=CN=C1 2-Methyl-1-(1H-1,2,4-triazole-1-ylmethyl)cyclopentanol